CCOC(C)(C)C The molecule is an ether having ethyl and tert-butyl as the two alkyl components. It is used as an engine fuel additive to reduce emissions of carbon monoxide and soot. It has a role as a fuel additive. It is an ether and a volatile organic compound.